4-(4-(4-((tert-butyldimethylsilyl)oxy)butoxy)-2-methylphenyl)-3,6-dihydropyridine [Si](C)(C)(C(C)(C)C)OCCCCOC1=CC(=C(C=C1)C=1CC=NCC1)C